C[C@]12CC3(CC(CC(C1)(C3)C)C2)C(=O)NC=2SC3=C(N2)C=CC(=C3)C(F)(F)F (1R,3R,7r)-3,5-dimethyl-N-[6-(trifluoromethyl)-1,3-benzothiazol-2-yl]adamantan-1-carboxamide